N-[[6-(4-Cyclohexylpiperazin-1-yl)-2-pyridyl]sulfonyl]-2-(2,2,4-trimethylpyrrolidin-1-yl)pyridin-3-carboxamid C1(CCCCC1)N1CCN(CC1)C1=CC=CC(=N1)S(=O)(=O)NC(=O)C=1C(=NC=CC1)N1C(CC(C1)C)(C)C